2,2,2-trifluoroethyl (3R,4S)-3-(5-(4-amino-5-(morpholinomethyl)pyrrolo[2,1-f][1,2,4]triazin-7-yl)-2-methoxynicotinamido)-4-fluoropyrrolidine-1-carboxylate NC1=NC=NN2C1=C(C=C2C=2C=NC(=C(C(=O)N[C@@H]1CN(C[C@@H]1F)C(=O)OCC(F)(F)F)C2)OC)CN2CCOCC2